(S)-2-((4-(3-(4-Cyano-2-fluorophenyl)-2,3-dihydrobenzo[b][1,4]dioxin-5-yl)piperidin-1-yl)methyl)-4-methoxy-1-methyl-1H-benzo[d]imidazole-6-carboxylic acid C(#N)C1=CC(=C(C=C1)[C@@H]1OC2=C(OC1)C=CC=C2C2CCN(CC2)CC2=NC1=C(N2C)C=C(C=C1OC)C(=O)O)F